C(C)(=O)C1=CC2=C(N=C(N=C2)NC2CCNCC2)N(C1=O)C1CCCC1 6-acetyl-8-cyclopentyl-2-(piperidin-4-ylamino)pyrido[2,3-d]pyrimidin-7(8H)-one